(3r,4r)-4-(5-bromo-6-methoxy-2H-indazol-2-yl)-3-methylcyclohexane-1-one BrC1=CC2=CN(N=C2C=C1OC)[C@H]1[C@@H](CC(CC1)=O)C